2-(3,5-di-amyl-2-hydroxyphenyl)-2H-benzotriazole C(CCCC)C=1C(=C(C=C(C1)CCCCC)N1N=C2C(=N1)C=CC=C2)O